FC=1C(=C2C=CN=CC2=C(C1)C(CNS(N)(=O)=O)O)CNC1CC(C1)OC1=CC(=C(C=C1)F)C(F)(F)F N-(2-(6-fluoro-5-((((1r,3r)-3-(4-fluoro-3-(trifluoromethyl)phenoxy)cyclobutyl)amino)methyl)isoquinolin-8-yl)-2-hydroxyethyl)sulfuric diamide